C12CN(CC(CC1)N2)C2SC=1C(=NC=C3C=NC(N(C2)C13)=O)C1=CC(=CC3=CC=C(C(=C13)C#C)F)O (3,8-diazabicyclo[3.2.1]octan-3-yl)-9-(8-ethynyl-7-fluoro-3-hydroxynaphthalen-1-yl)-2,3-dihydro-4H-1-thia-3a,5,8-triazaphenalen-4-one